iron-aluminum hydrochloric acid Cl.[Al].[Fe]